N1(CCOCC1)CCNC(=O)NC1=CC=C(C=C1)C(C)=O 1-[2-(4-morpholinyl)ethyl]-3-(4-acetylphenyl)urea